1-(5-(((5-chlorothiophen-2-yl)methyl)amino)-3-(1-(2-morpholino-2-oxoethyl)piperidin-4-yl)-1H-pyrazol-1-yl)-3-hydroxy-2,2-dimethylpropan-1-one ClC1=CC=C(S1)CNC1=CC(=NN1C(C(CO)(C)C)=O)C1CCN(CC1)CC(=O)N1CCOCC1